4-dibutylamino-butanol C(CCC)N(CCCCO)CCCC